6-methyl-3-methyleneisobenzofuran-1(3H)-one CC1=CC=C2C(OC(C2=C1)=O)=C